imino(methyl)(2-(3-(3-methyl-1H-pyrazol-5-yl)-5-((R)-3-methylmorpholino)-1,1-dioxidoisothiazolo[4,5-b]pyridin-7-yl)propan-2-yl)-λ6-sulfanone N=S(=O)(C(C)(C)C1=C2C(=NC(=C1)N1[C@@H](COCC1)C)C(=NS2(=O)=O)C2=CC(=NN2)C)C